FC(C1(C(C1)N1C(C(=CC=C1)C(=O)O)=O)C)F 1-(2-(difluoromethyl)-2-methylcyclopropyl)-2-oxo-1,2-dihydropyridine-3-carboxylic acid